C(CCCCCCC\C=C/CCCC)(=O)OCCCCCCCCCCCCCCCCCC(=O)O 18-myristoleoyloxy-octadecanoic acid